CCC(C)C1=C(C2=C(C3=C(C[C@@H]([C@H](C3=O)O[C@H]4C[C@H]([C@@H]([C@H](O4)C)O)O[C@H]5C[C@H]([C@H]([C@H](O5)C)OC(=O)C)O[C@H]6C[C@H]([C@@H]([C@H](O6)C)O)O)C(C(=O)C(C(C)O)O)OC)C=C2C=C1O[C@H]7C[C@H]([C@@H]([C@H](O7)C)O)O[C@H]8C[C@H]([C@@H]([C@H](O8)C)O)O)O)O The molecule is an aureolic acid that consists of trisaccharide and disaccharide moieties attached to the tricyclic aglycone. Isolated from Actinoplanes durhamensis, it exhibits anti-HIV activity. It has a role as a metabolite and an anti-HIV agent. It is an aureolic acid, a carbohydrate-containing antibiotic, a carbotricyclic compound, a dideoxyhexose derivative and an acetate ester.